C1(=CC=CC2=CC=CC=C12)NC(CCC(=O)NCCC(=O)O)=O N-[4-(1-Naphthylamino)-4-Oxobutanoyl]-β-Alanine